NCC1=NNC(C2=CC=C(C=C12)C1=C(N(N=C1)C)C1=C(C2=CC=CC=C2C(=C1F)C)C#N)=O (M)-2-[4-[4-(aminomethyl)-1-oxo-2H-phthalazin-6-yl]-2-methyl-pyrazol-3-yl]-3-fluoro-4-methyl-naphthalene-1-carbonitrile